4-[5-(6-chloro-2-oxo-4-phenyl-1H-quinolin-3-yl)-3-[4-(4-chlorophenyl)phenyl]-3,4-dihydropyrazol-2-yl]-4-oxo-butanoic acid ClC=1C=C2C(=C(C(NC2=CC1)=O)C=1CC(N(N1)C(CCC(=O)O)=O)C1=CC=C(C=C1)C1=CC=C(C=C1)Cl)C1=CC=CC=C1